(2-chloro-5-fluoro-4-pyridinyl)-2-(5-chloro-2-methoxy-phenyl)acetamide ClC1=NC=C(C(=C1)C(C(=O)N)C1=C(C=CC(=C1)Cl)OC)F